ClC=1C=C2C=C(NC2=CC1)CNC(N(C)[C@H]1CN(CCC1)C(C(C)(C)OC)=O)=O (R)-3-((5-chloro-1H-indol-2-yl)methyl)-1-(1-(2-methoxy-2-methylpropanoyl)piperidin-3-yl)-1-methylurea